2-chloro-N,N-dimethyl-4-((R or S)-4-(1-((R or S)-3,3,3-trifluoro-2-hydroxy-2-(3-methoxyphenyl)propanoyl)piperidin-4-yl)pentyloxy)benzamide ClC1=C(C(=O)N(C)C)C=CC(=C1)OCCC[C@@H](C)C1CCN(CC1)C([C@@](C(F)(F)F)(C1=CC(=CC=C1)OC)O)=O |o1:16,25|